3-chloro-N-[(1S)-1-[2-(5-chloro-2-pyridinyl)-5-methylsulfanyl-1,2,4-triazol-3-yl]ethyl]-5-methylsulfonyl-benzamide ClC=1C=C(C(=O)N[C@@H](C)C=2N(N=C(N2)SC)C2=NC=C(C=C2)Cl)C=C(C1)S(=O)(=O)C